CN1C2=C(C=C(C1=O)C(=O)NC1=NC=CC=C1)CC(C2)(C)C 1,6,6-Trimethyl-2-oxo-N-(2-pyridyl)-5,7-dihydrocyclopenta[b]pyridine-3-carboxamide